4,7-difluoroisobenzofuran-1,3-dione FC1=C2C(OC(C2=C(C=C1)F)=O)=O